2-((S)-2-((3S,8S,9S,10R,13S,14S,17R)-3-hydroxy-10,13-dimethyl-2,3,4,7,8,9,10,11,12,13,14,15,16,17-tetradecahydro-1H-cyclopenta[a]phenanthren-17-yl)propoxy)-N-methylnicotinamide O[C@H]1CC[C@@]2([C@H]3CC[C@@]4([C@H](CC[C@H]4[C@@H]3CC=C2C1)[C@@H](COC1=C(C(=O)NC)C=CC=N1)C)C)C